OC1(C(NCC1)=O)C 3-hydroxy-3-methylpyrrolidin-2-one